3-((4-(3-(dimethoxymethyl)azetidin-1-yl)phenyl)amino)piperidine-2,6-dione COC(C1CN(C1)C1=CC=C(C=C1)NC1C(NC(CC1)=O)=O)OC